CC1=C(C(=NO1)OC[C@@H]1N(CCC1)C)C1=CC=2N(C=C1)N=CC2 5-[5-methyl-3-[[(2R)-1-methylpyrrolidin-2-yl]methoxy]isoxazol-4-yl]pyrazolo[1,5-a]pyridin